tert-Butyl (6aR)-4-chloro-3-(2,3-difluorophenyl)-1-(4-hydroxy-2,2-dimethylpyrrolidin-1-yl)-12-oxo-6a,7,9,10-tetrahydro-6H-pyrazino[2,1-c]pyrido[3,4-f][1,4]oxazepine-8(12H)-carboxylate ClC1=C(N=C(C=2C(N3[C@@H](COC21)CN(CC3)C(=O)OC(C)(C)C)=O)N3C(CC(C3)O)(C)C)C3=C(C(=CC=C3)F)F